[Na+].OC(C(=O)[O-])CC Hydroxybutyrate Sodium Salt